3-[2-(3-oxocyclobutyl)ethoxy]azetidine-1-carboxylic acid tert-butyl ester C(C)(C)(C)OC(=O)N1CC(C1)OCCC1CC(C1)=O